5-(3-fluorocyclobutyl)-1H-pyridine FC1CC(C1)C=1C=CCNC1